CS(=O)(=O)O[C@@]1([C@H](O)[C@H](O)[C@@H](CO)O1)N1C=NC=2C(=O)NC(N)=NC12 methanesulfonyloxyguanosine